N1-(2-(dimethylamino)ethyl)-N4-(4-(7-methoxy-1H-indol-3-yl)-7H-pyrrolo[2,3-d]pyrimidin-2-yl)-N1-methyl-2-nitrobenzene-1,4-diamine CN(CCN(C1=C(C=C(C=C1)NC=1N=C(C2=C(N1)NC=C2)C2=CNC1=C(C=CC=C21)OC)[N+](=O)[O-])C)C